1-(5-methoxypyridazin-3-yl)ethan-1-amine COC=1C=C(N=NC1)C(C)N